(1,4-dibromo-6,7-dihydro-5H-cyclopenta[c]pyridin-6-yl)methanol BrC1=NC=C(C2=C1CC(C2)CO)Br